5-(4-(difluoromethoxy)phenyl)-N-(2-((2r,6s)-2,6-dimethylmorpholinyl)-5-fluoropyridin-4-yl)pyridazin-3-amine FC(OC1=CC=C(C=C1)C=1C=C(N=NC1)NC1=CC(=NC=C1F)N1C[C@H](O[C@H](C1)C)C)F